3-[1-(6-chloro-pyridin-2-yl)-pyrrolidin-3-yl]-3-[4-(7H-pyrrolo[2,3-d]-pyrimidin-4-yl)-1H-pyrazol-1-yl]propanenitrile ClC1=CC=CC(=N1)N1CC(CC1)C(CC#N)N1N=CC(=C1)C=1C2=C(N=CN1)NC=C2